2-[4-(cyclohexylmethyl)-2,6-bis(propan-2-yl)phenyl]-N-{4-[(dimethylamino)methyl]benzenesulfonyl}acetamide C1(CCCCC1)CC1=CC(=C(C(=C1)C(C)C)CC(=O)NS(=O)(=O)C1=CC=C(C=C1)CN(C)C)C(C)C